1-(3-(2-(trifluoromethyl)phenyl)piperidin-1-yl)methanone FC(C1=C(C=CC=C1)C1CN(CCC1)C=O)(F)F